O[C@H]1CCC2=CC=3CCCC3C(=C12)NC(=O)N=[S@@](=O)(N)C1=CN=C(S1)C(C)(C)O |o1:1| (S,S) or (S,R)-N'-((3-hydroxy-1,2,3,5,6,7-hexahydro-s-indacen-4-yl)carbamoyl)-2-(2-hydroxy-propan-2-yl)thiazole-5-sulfonimidamide